C(C)(C)C=1C(=CC2=C(N(C(N2)=O)[C@H]2CN(CCC2)C2COCCC2)C1)C=1C=C(C=2N(C1)N=CN2)OC 6-isopropyl-5-(8-methoxy-[1,2,4]triazolo[1,5-a]pyridin-6-yl)-1-((3R)-1-(tetrahydro-2H-pyran-3-yl)piperidin-3-yl)-1,3-dihydro-2H-benzo[d]imidazol-2-one